ClC1=C2C(=NC=C1C#CCC1=CC=CC=C1)NC=C2 4-chloro-5-(3-phenylprop-1-yn-1-yl)-1H-pyrrolo[2,3-b]Pyridine